FC=1C=C(C=CC1F)NC(N(C)[C@H]1CCC2=CC=CC=C12)=O (S)-3-(3,4-difluorophenyl)-1-(2,3-dihydro-1H-inden-1-yl)-1-methylurea